C(C)OC(=O)C1(C(OC2=CC=CC=C2C1=O)C1=CC=CC=C1)CC=C=CC1=CC=CC=C1 (-)-Ethyl-4-oxo-2-phenyl-3-(4-phenylbuta-2,3-dien-1-yl)chromane-3-carboxylate